N(=NN[C@@H](CC(C)C)[C@@H](O)CC(O)=O)N[C@@H](CC(C)C)[C@@H](O)CC(O)=O azostatine